3,5-dimethylbenzylamine hydrochloride Cl.CC=1C=C(CN)C=C(C1)C